(S)-N-(4-(4-((2-amino-4-methylpentyl)oxy)-3-chloro-5-fluorophenyl)pyridin-2-yl)acetamide N[C@H](COC1=C(C=C(C=C1F)C1=CC(=NC=C1)NC(C)=O)Cl)CC(C)C